FC1=CC=C2C(=CC=NC2=C1)NC1=NC2=C(C=CC=C2C=N1)OC1CCC(CC1)O 4-({2-[(7-fluoroquinolin-4-yl)amino]quinazolin-8-yl}oxy)cyclohexanol